Br.C(CCCCCCCCCCCCCCC)C1=NC=CC=C1 cetyl-pyridine hydrobromide